(R)-2-phenylaziridine C1(=CC=CC=C1)[C@H]1NC1